CN([C@@H]1CN(CCC1)C1=C2C(=NC=C1)N(C=C2C=2C=NC=NC2)COCC[Si](C)(C)C)C (3S)-N,N-dimethyl-1-[3-pyrimidin-5-yl-1-(2-trimethylsilylethoxymethyl)pyrrolo[2,3-b]pyridin-4-yl]piperidin-3-amine